2-((2-amino-5-bromophenyl)amino)ethan-1-ol NC1=C(C=C(C=C1)Br)NCCO